C(#N)CC=1C=C2C=C(NC2=CC1OCC1=NOC=C1)CNC(=O)C1(CC1)C N-({5-(cyanomethyl)-6-[(3-isoxazolyl)methoxy]-2-indolyl}methyl)1-methylcyclopropanecarboxamide